N-(2-cyano-3'-methoxybiphenyl-3-yl)-5-{[(2-hydroxyethyl)amino]methyl}-1-methyl-2-oxo-1,2-dihydropyridine-3-carboxamide C(#N)C1=C(C=CC=C1NC(=O)C=1C(N(C=C(C1)CNCCO)C)=O)C1=CC(=CC=C1)OC